FC(C=1C(=C(C=CC1)\C(\C)=N/[S@@](=O)C(C)(C)C)F)(C1CN(C1)C(C)C)F (S,Z)-N-(1-(3-(difluoro(1-isopropylazetidin-3-yl)methyl)-2-fluorophenyl)ethylidene)-2-methylpropane-2-sulfinamide